3-cyano-4-bromo-6-hydroxypyrazolo[1,5-a]pyridine C(#N)C=1C=NN2C1C(=CC(=C2)O)Br